(4aS,11aR,12aS)-2-Acetoxy-3-carbamoyl-10-(dimethylamino)-5,7-dihydroxy-4,6-dioxo-1,4a,11,11a,12,12a-hexahydro-4a-naphthacenyl acetate C(C)(=O)O[C@]12C(C(=C(C[C@@H]2C[C@@H]2CC3=C(C=CC(=C3C(C2=C1O)=O)O)N(C)C)OC(C)=O)C(N)=O)=O